(3-acrylooxypropyl)trimethoxysilane C(C=C)(=O)OCCC[Si](OC)(OC)OC